1-butyl-2,3-dimethylimidazolium triflate [O-]S(=O)(=O)C(F)(F)F.C(CCC)N1C(=[N+](C=C1)C)C